2-[3-(2-cyclopropylaminoethyl)phenyl]-1H-benzimidazole-4-carboxamide C1(CC1)NCCC=1C=C(C=CC1)C1=NC2=C(N1)C=CC=C2C(=O)N